1,1,2,2-tetrakis(3,5-dibromo-4-hydroxyphenyl)ethane BrC=1C=C(C=C(C1O)Br)C(C(C1=CC(=C(C(=C1)Br)O)Br)C1=CC(=C(C(=C1)Br)O)Br)C1=CC(=C(C(=C1)Br)O)Br